CC(C)C1=CC=CC=C1 (1-methylethyl)-benzol